BrC1=C(N(N=C1)C)OCCCC(CO[Si](C)(C)C(C)(C)C)C [5-(4-bromo-2-methyl-pyrazol-3-yl)oxy-2-methyl-pentoxy]-tert-butyl-dimethyl-silane